N-methoxy-N-methyl-3-(2,2,2-trifluoroethoxy)-cyclobutane-1-carboxamide CON(C(=O)C1CC(C1)OCC(F)(F)F)C